OC=1C(=NC=CC1)C(=O)N 3-hydroxy-pyridine-2-carboxamide